N-[(2S,3R,4S)-4-fluoro-2-[(3'-fluoro[1,1'-biphenyl]-3-yl)methyl]-1-(2-hydroxy-2-methylpropanoyl)pyrrolidin-3-yl]ethane-sulfonamide F[C@@H]1[C@@H]([C@@H](N(C1)C(C(C)(C)O)=O)CC=1C=C(C=CC1)C1=CC(=CC=C1)F)NS(=O)(=O)CC